F\C=C(\CNC([O-])=O)/COC=1C=C2CCN(C(C2=CC1)=O)CC(=O)NCC(C)C N-[(Z)-3-fluoro-2-[[2-[2-(isobutylamino)-2-oxo-ethyl]-1-oxo-3,4-dihydroisoquinoline-6-yl]oxymethyl]allyl]carbamate